CC1=CC(=NC(=N1)N1CCCC1)C=1C=NN(C1)C1=C(C=C(N)C=C1)N1CCC2(CC2)CC1 4-(4-(6-methyl-2-(pyrrolidin-1-yl)pyrimidin-4-yl)-1H-pyrazol-1-yl)-3-(6-azaspiro[2.5]octan-6-yl)aniline